C(/C)=C/1\CNCC[C@H]1C(=O)C=1NC2=CC=C(C=C2C1)F [(3E,4R)-3-ethylidenepiperidin-4-yl](5-fluoro-1H-indol-2-yl)methanone